methyl 6-(((2,4-dimethoxybenzyl)amino)methyl)spiro[3.3]heptane-2-carboxylate COC1=C(CNCC2CC3(CC(C3)C(=O)OC)C2)C=CC(=C1)OC